(3-(4-((1-(3-(4-(2-(2,6-dioxopiperidin-3-yl)-1-oxoisoindolin-5-yl)piperidin-1-yl)propyl)piperidin-4-yl)methoxy)benzoyl)-2-(4-fluorophenyl)benzo[b]thiophen-6-yl)boronic acid O=C1NC(CCC1N1C(C2=CC=C(C=C2C1)C1CCN(CC1)CCCN1CCC(CC1)COC1=CC=C(C(=O)C=2C3=C(SC2C2=CC=C(C=C2)F)C=C(C=C3)B(O)O)C=C1)=O)=O